NCCS(=O)(=O)OC(CCCCCCCCCCC)=O.[Na] SODIUM LAUROYL TAURATE